(R)-3-chloro-4-((3,5-difluoropyridin-2-yl)methoxy)-2'-(6-(2-hydroxypropan-2-yl)pyrazin-2-yl)-5',6-dimethyl-2H-[1,4'-bipyridin]-2-one ClC=1C(N(C(=CC1OCC1=NC=C(C=C1F)F)C)C1=CC(=NC=C1C)C1=NC(=CN=C1)C(C)(C)O)=O